O1C(=NCC1)CCCC=1OCCN1 2,2'-trimethylene-bis-(2-oxazoline)